C[C@@H]1CC2=CC=3CCCC3C(=C21)NC(=O)N=[S@](=O)(N)C=2C=NN1C2OCCC1 (R)-N'-(((R)-2-methyl-2,4,5,6-tetrahydro-1H-cyclobuta[f]inden-3-yl)carbamoyl)-6,7-dihydro-5H-pyrazolo[5,1-b][1,3]oxazine-3-sulfonimidamide